(l)-3-[2-(3-Phenoxyphenyl)-1,2,3,4-tetrahydroisoquinolin-5-yl]-3-(7-methoxy-1-methyl-1H-benzo[d][1,2,3]triazol-5-yl)propionic acid ethyl ester C(C)OC(CC(C1=CC2=C(N(N=N2)C)C(=C1)OC)C1=C2CCN(CC2=CC=C1)C1=CC(=CC=C1)OC1=CC=CC=C1)=O